N-((S)-1-(3-Methylphenyl)ethyl)-4-((R)-3-(3-(trifluoromethyl)phenoxy)pyrrolidin-1-yl)tetrahydro-2H-pyran-4-carboxamide CC=1C=C(C=CC1)[C@H](C)NC(=O)C1(CCOCC1)N1C[C@@H](CC1)OC1=CC(=CC=C1)C(F)(F)F